1-((3-Methyl-1H-pyrazolo[3,4-b]pyridin-5-yl)methyl)-N-(5-(trifluoromethyl)pyridin-3-yl)indolin-6-carboxamid CC1=NNC2=NC=C(C=C21)CN2CCC1=CC=C(C=C21)C(=O)NC=2C=NC=C(C2)C(F)(F)F